N-oleoylmethionine C(CCCCCCC\C=C/CCCCCCCC)(=O)N[C@@H](CCSC)C(=O)O